CCCCCCCCCCCCCCCCCCO 1-Stearyl alcohol